(S)-(4-(4-methylpyrazolo[1,5-a]pyridin-2-yl)-6,7-dihydro-1H-imidazo[4,5-c]pyridin-5(4H)-yl)(5-(5-(trifluoromethyl)pyridin-2-yl)-1,3,4-oxadiazol-2-yl)methanone CC=1C=2N(C=CC1)N=C(C2)[C@H]2N(CCC1=C2N=CN1)C(=O)C=1OC(=NN1)C1=NC=C(C=C1)C(F)(F)F